(5r,8r)-4-(benzyloxy)-3-mesityl-8-(piperidin-4-yloxy)-1-oxaspiro[4.5]dec-3-en-2-one C(C1=CC=CC=C1)OC1=C(C(OC12CCC(CC2)OC2CCNCC2)=O)C2=C(C=C(C=C2C)C)C